C(C)P(C1CCCCC1)C1CCCCC1 ethyldicyclohexylphosphine